FC(CN1N=C(C(=C1)C1=CN=C2N1C=CN=C2NC2=CC(=C(C(=O)NCCCNCC#C)C(=C2)C)F)C(F)(F)F)F 4-[[3-[1-(2,2-difluoroethyl)-3-(trifluoromethyl)pyrazol-4-yl]imidazo[1,2-a]pyrazin-8-yl]amino]-2-fluoro-6-methyl-N-[3-(prop-2-ynylamino)propyl]benzamide